C(C)(=O)C1=CC=C2C(CC(OC2=C1)C1=CC=C(C=C1)C(C)=O)=O 7,4'-diacetyl-flavanone